tert-butyl 3-ethyl-6,7-dihydro-4H-pyrazolo[1,5-a]pyrazine-5-carboxylate C(C)C=1C=NN2C1CN(CC2)C(=O)OC(C)(C)C